2-(N-(1-(butylsulfonyl)piperidin-4-yl)isoquinoline-3-carboxamido)ethyl acetate C(C)(=O)OCCN(C(=O)C=1N=CC2=CC=CC=C2C1)C1CCN(CC1)S(=O)(=O)CCCC